C(C=C)N1N=C(C=2C1=NC=NC2N)CC2=CC=CC1=CC=CC=C21 1-allyl-3-(naphthalen-1-ylmethyl)-1H-pyrazolo[3,4-d]pyrimidin-4-amine